5-(3-chloroimidazo[1,2-a]pyrimidin-6-yl)-N-(cis-4-ethoxycyclohexyl)pyrrolo[2,1-f][1,2,4]triazin-2-amine ClC1=CN=C2N1C=C(C=N2)C=2C=CN1N=C(N=CC12)N[C@@H]1CC[C@@H](CC1)OCC